C(C)(=O)OC[C@H](NC(=O)C1=CC=C(C=C1)C1=CC=C(C=C1)NC(=O)OC(C)(C)C)C(=O)N[C@@H](CO[Si](C1=CC=CC=C1)(C1=CC=CC=C1)C(C)(C)C)C(=O)OC methyl N-(O-acetyl-N-(4'-((tert-butoxycarbonyl)amino)-[1,1'-biphenyl]-4-carbonyl)-L-seryl)-O-(tert-butyldiphenylsilyl)-L-serinate